COC(CNC1CC1)OC N-(2,2-dimethoxyethyl)cyclopropylamine